N2-(3,3-difluoropropyl)-N-(2-nitrophenyl)pyridine-2,5-diamine FC(CCN(C1=NC=C(C=C1)N)C1=C(C=CC=C1)[N+](=O)[O-])F